2,2,3,3,3-pentafluoropropylethylene glycol FC(CC(CO)O)(C(F)(F)F)F